C(#N)[C@H](CC1=CC=C(C=C1)C=1C=CC2=C(N(C(O2)=O)C)C1)NC(=O)[C@H]1OCCCNC1 (2S)-N-{(1S)-1-cyano-2-[4-(3-methyl-2-oxo-2,3-dihydro-1,3-benzoxazol-5-yl)phenyl]ethyl}-1,4-oxazepan-2-carboxamide